NC1=NC2=NC=C(N=C2C(=N1)O)CNC1=CC=C(C(=O)N[C@@H](CCC(NCCOCCOCCOCCN(CC#C)CCO)=O)C(=O)O)C=C1 (S)-20-(4-(((2-amino-4-hydroxypteridin-6-yl)methyl)amino)benzamido)-4-(2-hydroxyethyl)-17-oxo-7,10,13-trioxa-4,16-diazahenicos-1-yn-21-oic acid